(S)-2-(2-(2-hydroxyl-2-methylpropionyl)-6-(3-isopropyl-1H-pyrrolo[2,3-b]pyridin-5-yl)-1,2,3,4-tetrahydroisoquinoline-8-yl)pyrrolidine-1-carboxylic acid tert-butyl ester C(C)(C)(C)OC(=O)N1[C@@H](CCC1)C=1C=C(C=C2CCN(CC12)C(C(C)(C)O)=O)C=1C=C2C(=NC1)NC=C2C(C)C